(2S,3S)-1-Methyl-5-oxo-N-(1-oxo-1-(4-oxocyclohexyl)-5,8,11,14-tetraoxa-2-azahexadecan-16-yl)-2-(pyridin-3-yl)pyrrolidine-3-carboxamide CN1[C@@H]([C@H](CC1=O)C(=O)NCCOCCOCCOCCOCCNC(C1CCC(CC1)=O)=O)C=1C=NC=CC1